C(C)(=O)O[C@H]1C=C2[C@@H]3CC[C@H]([C@@H](CCCC(C)C)C)[C@]3(C[C@@H]3[C@@]2([C@]2(CC[C@@H](C[C@]12O)O)CO)O3)C 9,11alpha-epoxy-6alpha-acetoxy-cholest-7-en-3beta,5alpha,19-triol